ClC1=C(C(=O)N(C)C)C=CC(=C1)C=1SC(=NN1)C=1CCN(CC1)C(=O)C1(CCCC1)C1=CC(=CC=C1)OC 2-chloro-4-(5-(1-(1-(3-methoxyphenyl)cyclopentanecarbonyl)-1,2,3,6-tetrahydropyridin-4-yl)-1,3,4-thiadiazol-2-yl)-N,N-dimethylbenzamide